2,3-dihydrobenzoic acid C(C=1CCC=CC1)(=O)O